COC1=C(C=CC=C1)S(=O)(=O)NC1=NOC2=C1C(=CC(=C2)CN2N=C(C=C2)CNS(=O)(=O)C=C)OC 2-methoxy-N-(4-methoxy-6-((3-(vinylsulphonamidomethyl)-1H-pyrazol-1-yl)methyl)benzo[d]isoxazol-3-yl)benzenesulfonamide